Ethyl 2-(3-(2,6-dichloro-4-(2,5-dimethyl-1H-pyrrol-1-yl)phenoxy)-6-oxopyridazin-1(6H)-yl)acetate ClC1=C(OC2=NN(C(C=C2)=O)CC(=O)OCC)C(=CC(=C1)N1C(=CC=C1C)C)Cl